NC1=CC(=C2CCC(C2=C1)=O)C 6-amino-4-methyl-2,3-dihydro-1H-inden-1-one